CN1N=NC2=C1C=CC(=C2)S(=O)(=O)N2CCC(CC2)C=2C(=CC=1N(C2)N=CN1)C 1-methyl-5-((4-(7-methyl-[1,2,4]triazolo[1,5-a]pyridin-6-yl)piperidin-1-yl)sulfonyl)-1H-benzo[d][1,2,3]triazole